N-(4-cyano-2-fluorophenyl)-4-(1-hydroxy-2-phenylethyl)-1H-pyrrole-3-sulfonamide C(#N)C1=CC(=C(C=C1)NS(=O)(=O)C1=CNC=C1C(CC1=CC=CC=C1)O)F